N-(4-(7-((1-ethylpiperidin-4-yl)methoxy)-6-methoxyquinazolin-4-yl)phenyl)-3-phenylpropanamide C(C)N1CCC(CC1)COC1=C(C=C2C(=NC=NC2=C1)C1=CC=C(C=C1)NC(CCC1=CC=CC=C1)=O)OC